C(C)OC(=O)C1=CC(=C(C(=N1)C1=CC=NC=C1)NC(C)=O)Cl acetamido-4-chloro-[2,4'-bipyridine]-6-carboxylic acid ethyl ester